ClC1=C(OCC=2C=C(C=CC2F)C=2CN(CC2)CC2=NC3=C(N2CC2=CN=CO2)C=C(C=C3)C(=O)O)C=CC(=C1)Cl 2-[(3-{3-[(2,4-dichlorophenoxy)methyl]-4-fluorophenyl}-2,5-dihydro-1H-pyrrol-1-yl)methyl]-1-[(1,3-oxazol-5-yl)methyl]-1H-1,3-benzodiazole-6-carboxylic acid